C(#C)C1=CC(N(C=2N=C(N=CC21)NC2=CC=C(C=C2)N2CCN(CC2)C)C2CCC(CC2)NC(C)=O)=O N-[(1r,4r)-4-(5-Ethynyl-2-{[4-(4-methylpiperazin-1-yl)phenyl]amino}-7-oxopyrido[2,3-d]pyrimidin-8-yl)cyclohexyl]acetamide